(1S,4S,5R)-3,3-Dibenzyl-6,8-dioxabicyclo[3.2.1]octan-4-yl (S)-3-phenyl-3-(phenylthio)propanoate C1(=CC=CC=C1)[C@H](CC(=O)O[C@H]1C(C[C@H]2CO[C@@H]1O2)(CC2=CC=CC=C2)CC2=CC=CC=C2)SC2=CC=CC=C2